S1C(=NC2=C1C=CC=C2)NC(=O)C=2C=CC=C1CCN(CC21)C2=CC=C(C(=N2)C(=O)OC(C)(C)C)C=2C(=C(OCCC[C@@H]1C[C@H](N(CC1)CC(=O)O)C)C=CC2)C 2-[(2R,4S)-4-[3-[3-[6-[8-(1,3-benzothiazol-2-ylcarbamoyl)-3,4-dihydro-1H-isoquinolin-2-yl]-2-tert-butoxycarbonyl-3-pyridyl]-2-methyl-phenoxy]propyl]-2-methyl-1-piperidyl]acetic acid